COC1=CC=C(C=C1)C1=C(C(N(N=C1C1=CC=C(C=C1)OC)C(C)C)=O)C#N 2,3-dihydro-5,6-bis(4-methoxyphenyl)-2-(1-methylethyl)-3-oxo-4-pyridazinecarbonitrile